1-(3-((3-cyano-1-azetidinyl)sulfonyl)benzoyl)-N-((1R)-1-(2-fluoro-4-(trifluoromethyl)phenyl)-2-methylpropyl)-D-prolinamide C(#N)C1CN(C1)S(=O)(=O)C=1C=C(C(=O)N2[C@H](CCC2)C(=O)N[C@H](C(C)C)C2=C(C=C(C=C2)C(F)(F)F)F)C=CC1